bis(dichloromethylsilyl)methane ClC(Cl)[SiH2]C[SiH2]C(Cl)Cl